(2-(2,6-dioxopiperidin-3-yl)-5-fluoropyridin-4-yl)methyl methanesulfonate CS(=O)(=O)OCC1=CC(=NC=C1F)C1C(NC(CC1)=O)=O